C[Si](C)(C)C#CC1=CC=C(C=C1)C=1C2=CC=C(N2)C(=C2C=CC(C(=C3C=CC(=C(C=4C=CC1N4)C4=CC=C(C=C4)C#C[Si](C)(C)C)N3)C3=CC=C(C=C3)C#C[Si](C)(C)C)=N2)C2=CC=C(C=C2)C#C[Si](C)(C)C 5,10,15,20-tetra(4-[(trimethylsilyl)ethynyl]-phenyl)-porphyrin